3-(chloro(3,5-dibromophenyl)methyl)-4-methyl-4H-1,2,4-triazole ClC(C1=NN=CN1C)C1=CC(=CC(=C1)Br)Br